NC1=C(C(=CC=2N(C(=NC21)C)C)C(F)(F)F)C2=CC=CN1C(=CC(=C21)\C=C\OCC)C(=O)C2=CC(=C(C(=C2)F)F)F (E)-(8-(4-amino-1,2-dimethyl-6-(trifluoromethyl)-1H-benzo[d]imidazol-5-yl)-1-(2-ethoxyvinyl)indolizin-3-yl)(3,4,5-trifluorophenyl)methanone